1,4-dimethyl-2,5-piperazinedione CN1C(CN(C(C1)=O)C)=O